(Z)-5-(3-(1-(2-(3-((4,6-difluoro-1H-indol-5-yl)oxy)phenyl)-1H-imidazol-5-yl)-1-hydroxyethyl)benzylidene)tetrahydrothiazole-2,4-dione FC1=C2C=CNC2=CC(=C1OC=1C=C(C=CC1)C=1NC(=CN1)C(C)(O)C=1C=C(\C=C/2\C(NC(S2)=O)=O)C=CC1)F